(R)-6'-fluoro-N-(4-fluoro-2-hydroxybenzyl)-4'-hydroxy-3',4'-dihydro-1'h-spiro[piperidine-4,2'-quinoline]-1-carboxamide FC=1C=C2[C@@H](CC3(NC2=CC1)CCN(CC3)C(=O)NCC3=C(C=C(C=C3)F)O)O